3-(fluoromethyl)-3-methylazetidine FCC1(CNC1)C